C1(CC1)C1=C(C(=NO1)C1=C(C=CC=C1Cl)Cl)COC1C[C@H]2CC[C@@H](C1)N2C#N (1R,3r,5S)-3-((5-cyclopropyl-3-(2,6-dichlorophenyl)isoxazol-4-yl)methoxy)-8-azabicyclo[3.2.1]octane-8-carbonitrile